CCCC1N(CCC1)[C@H](C(=O)N)CC 2-(S)-3-propyl-pyrrolidine-1-yl-butyramide